2,4-dioxo-1,3,8-triazaspiro[4.5]decane-1,3,8-tricarboxylic acid 1,3-di-tert-butyl ester 8-benzyl ester C(C1=CC=CC=C1)OC(=O)N1CCC2(C(N(C(N2C(=O)OC(C)(C)C)=O)C(=O)OC(C)(C)C)=O)CC1